NC1=C2N=C(N(C2=NC=N1)CCCNS(=O)(=O)C(C)(C)C)SC1=CC2=C(OCO2)C=C1N(C)C N-(3-(6-amino-8-((6-(dimethylamino)benzo[d][1,3]dioxol-5-yl)thio)-9H-purin-9-yl)propyl)-2-methylpropane-2-sulfonamide